NC1=NC=CC=C1OCC(CCCCCCCC)CCCCCC 2-amino-3-((2-hexyldecyl)oxy)pyridine